ClC1=C(C(=CC=C1)Cl)C1=CC2=C(N=C(N=C2)NC=2C=NC(=C(C(=O)OC)C2)OC2=NN(C=C2)CC)N(C1=O)C methyl 5-((6-(2,6-dichlorophenyl)-8-methyl-7-oxo-7,8-dihydropyrido[2,3-d]pyrimidin-2-yl)amino)-2-((1-ethyl-1H-pyrazol-3-yl)oxy)nicotinate